(5-bromo-1,3-phenylene)bis(9H-carbazole) BrC=1C=C(C=C(C1)C1=CC=CC=2C3=CC=CC=C3NC12)C1=CC=CC=2C3=CC=CC=C3NC12